CNC=1N=CC(=C2C=C(N=CC12)C1(CC1)C(=O)N)C=1N=C2N(C=C(C=C2)N2CCOCC2)C1 (8-(methylamino)-5-(6-morpholinylimidazo[1,2-a]pyridin-2-yl)-2,7-naphthyridin-3-yl)cyclopropanecarboxamide